OC1=CC=C(C=C1)CC1=C(C=C(C(=C1)CC1=CC=C(C=C1)O)O)O 4,6-bis[(4-hydroxyphenyl)methyl]-1,3-benzenediol